C1(CC1)C=1C=C(CC=2C=CC(=NC2)N)C=CC1 5-(3-cyclopropylbenzyl)pyridin-2-amine